CC1(COC1)NC1=CC=NC=C1 4-((3-methyloxetan-3-yl)amino)pyridin